N-[2-fluoro-3-(4-methyl-6-oxo-1,6-dihydropyrimidin-2-yl)-4-(trifluoromethyl)benzyl]-1-(8-methylquinolin-2-yl)piperidine-4-carboxamide FC1=C(CNC(=O)C2CCN(CC2)C2=NC3=C(C=CC=C3C=C2)C)C=CC(=C1C=1NC(C=C(N1)C)=O)C(F)(F)F